C(CCCCCCCCCCC)OC=1C(C(=O)O)=CC=CC1 Dodecylsalicylic acid